CC1(C(C2(CCC1)CC(=CC(C2)C)C)=O)C 2,2,8,10-Tetramethylspiro[5.5]undec-8-en-1-one